CN1N=C(C=C1C#CCCC)[N+](=O)[O-] 1-methyl-3-nitro-5-pent-1-ynyl-pyrazole